C(N)(=O)C1=CC(=NC2=C1N=CN=C2N[C@@H]2CN(CCC2)C(=O)OC(C)(C)C)C2=CC=C(C=C2)CN2C1COCC2COC1 tert-butyl (3S)-3-[[8-carbamoyl-6-(4-[3,7-dioxa-9-azabicyclo[3.3.1]nonan-9-ylmethyl]phenyl)pyrido[3,2-d]pyrimidin-4-yl]amino]piperidine-1-carboxylate